2-[19-(oxan-2-yl)-9-oxo-8,14-dioxa-10,19,20-triazatetracyclo[13.5.2.12,6.018,21]tricosa-1(20),2(23),3,5,15(22),16,18(21)-heptaen-4-yl]acetonitrile O1C(CCCC1)N1C=2C=CC=3OCCCNC(OCC4=CC(=CC(C(=N1)C2C3)=C4)CC#N)=O